7-formyl-4-methoxy-3,4-dihydro-2,4-methylene-1,8-naphthyridine-1(2H)-carboxamide C(=O)C1=CC=C2C3(CC(N(C2=N1)C(=O)N)C3)OC